6-(4-(2-isopropyl-2,7-diazaspiro[3.5]nonan-7-yl)phenyl)-1-methyl-2-(4-(methylsulfonyl)phenyl)-1H-imidazo[4,5-c]pyridine C(C)(C)N1CC2(C1)CCN(CC2)C2=CC=C(C=C2)C2=CC1=C(C=N2)N=C(N1C)C1=CC=C(C=C1)S(=O)(=O)C